2,2,2-trifluoro-1-(oxetan-3-yl)ethan-1-ol FC(C(O)C1COC1)(F)F